6-(4-(ethoxy-d5)phenyl)-N-(2-(2-fluoro-5-(methoxy-d3)pyridin-3-yl)-2-hydroxyethyl)pyrazine-2-carboxamide C(C([2H])([2H])[2H])(OC1=CC=C(C=C1)C1=CN=CC(=N1)C(=O)NCC(O)C=1C(=NC=C(C1)OC([2H])([2H])[2H])F)([2H])[2H]